N1=C(C=CC=C1)CC(=O)NC1=CC=C(N=N1)C1CN(CC1)C(=O)O 3-(6-(2-(pyridin-2-yl)acetylamino)pyridazin-3-yl)pyrrolidine-1-carboxylic acid